C(C)(C)(C)OC(=O)N1CCC(=CC1)C1=NC(=C(C=C1)/N=C/N(C)C)C#N (E)-6-cyano-5-(((dimethylamino)methylene)amino)-3',6'-dihydro-[2,4'-bipyridine]-1'(2'H)-carboxylic acid tert-butyl ester